NCCCCCCCCCCCCCCO 14-amino-[1-tetradecanol]